C(CCC\C=C/C\C=C/C\C=C/C\C=C/CCCCC)(=O)N[C@@H](CC(C)C)C(=O)O N-arachidonoyl-leucine